C(C)(C)(C)OC(=O)NC(=NC(=O)OC(C)(C)C)N1N=CC=C1 N,N'-bis(t-butoxycarbonyl)-1H-pyrazole-1-carboxamidine